(2S)-2-(tert-butoxycarbonylamino)-4-methylsulfanyl-butyric acid C(C)(C)(C)OC(=O)N[C@H](C(=O)O)CCSC